(6-bromo-[1,2,4]triazolo[4,3-a]pyridin-3-yl)(4-(4-fluoro-2-(trifluoromethyl)phenyl)piperidin-1-yl)methanone BrC=1C=CC=2N(C1)C(=NN2)C(=O)N2CCC(CC2)C2=C(C=C(C=C2)F)C(F)(F)F